C1=CC(=CC=C1CC2=C(C=C3C(=C2O)C(=O)C(=C(O3)C4=CC=C(C=C4)O)O)O[C@H]5[C@@H]([C@H]([C@@H]([C@H](O5)CO)O)O)O)O The molecule is a flavonol 7-O-beta-D-glucoside that is kaempferol substituted by a p-hydroxybenzyl group at position 6 and a beta-D-glucopyranosyl moiety at position 7 via a glycosidic linkage. It is isolated from the root barks of Cudrania tricuspidata and exhibits radical scavenging effects against 1, 1-diphenyl-2-picrylhydrazyl (DPPH) and anti-lipid peroxidation efficacy on human low-density lipoprotein by TBARS assay. It has a role as a metabolite and a radical scavenger. It is a monosaccharide derivative and a flavonol 7-O-beta-D-glucoside. It derives from a kaempferol.